2-METHYL-6-OXO-HEPTANOIC ACID CC(C(=O)O)CCCC(C)=O